CN1CC(OCC1=O)CNC(O[C@@H]1C[C@@H](CC1)C1=CC(=NN1)NC(CC1=CC(=CC(=C1)F)F)=O)=O (1S,3R)-3-(3-{[(3,5-difluorophenyl)acetyl]-amino}-1H-pyrazol-5-yl)-cyclopentyl {[(2ξ)-4-meth-yl-5-oxomorpholin-2-yl]-methyl}carbamate